ClC=1C=C2C(=C(NC2=CC1)C1=CC=C(C=C1)F)CCC(=O)N[C@@H]1C(NC[C@H]1O)=O 3-[5-chloro-2-(4-fluorophenyl)-1H-indol-3-yl]-N-[(3S,4R)-4-hydroxy-2-oxo-pyrrolidin-3-yl]propanamide